The molecule is a phosphatidylcholine 42:1 in which the acyl groups specified at positions 1 and 2 are (9Z)-octadecenoyl and tetracosanoyl respectively. It derives from a tetracosanoic acid and an oleic acid. CCCCCCCCCCCCCCCCCCCCCCCC(=O)O[C@H](COC(=O)CCCCCCC/C=C\\CCCCCCCC)COP(=O)([O-])OCC[N+](C)(C)C